cyclohexenyl-α-cyanoacrylate C1(=CCCCC1)OC(C(=C)C#N)=O